(1r,4r)-4-((4-(4'-bromo-5'-oxo-5'H-spiro[cyclohexane-1,7'-indolo[1,2-a]quinazolin]-10'-yl)piperidin-1-yl)methyl)cyclohexane-1-carboxylic acid BrC=1C=2C(N=C3N(C2C=CC1)C1=CC(=CC=C1C31CCCCC1)C1CCN(CC1)CC1CCC(CC1)C(=O)O)=O